8-tert-Butyl-17-(2,6-dimethylphenyl)-14-oxa-21λ6-thia-3,18,20,27-tetraazapentacyclo[20.3.1.115,19.03,12.06,11]heptacosa-1(26),6(11),7,9,15(27),16,18,22,24-nonaene-2,21,21-trione C(C)(C)(C)C1=CC=2CCN3C(C=4C=CC=C(S(NC5=NC(=CC(OCC3C2C=C1)=N5)C5=C(C=CC=C5C)C)(=O)=O)C4)=O